CC1(COC1)CNC1=C(C=C(C=C1)C1=NNC(OC1)=O)C(F)(F)F 5-[4-{[(3-methyloxetan-3-yl)methyl]amino}-3-(trifluoromethyl)phenyl]-3,6-dihydro-2H-1,3,4-oxadiazin-2-one